4,4'-(9-fluorenylidenebisphenol) C1=CC=CC=2C3=CC=CC=C3C(C12)(C1=CC=C(C=C1)O)C1=CC=C(C=C1)O